C[C@@H]1CN(C[C@@H](C1)C)CC=1C=C(C=C(C1)C(F)(F)F)N1C(C2=CC(=CC=C2C1)C1(COC1)CC1=NN=CN1C)=O 2-(3-(((3S,5R)-3,5-Dimethylpiperidin-1-yl)methyl)-5-(trifluoromethyl)phenyl)-6-(3-((4-methyl-4H-1,2,4-triazol-3-yl)methyl)oxetan-3-yl)isoindolin-1-one